2-fluoro-3-methylbenzene FC1=CC=CC=C1C